N-(3-trifluoromethyl-phenyl)-2-iodobenzamide FC(C=1C=C(C=CC1)NC(C1=C(C=CC=C1)I)=O)(F)F